COCC(=O)N1CCN(CC1)C1=CC(=NC=C1)NC=1SC2=NC(=CC=C2N1)C1=CC(=NC=C1)C 2-methoxy-1-(4-(2-((5-(2-methylpyridin-4-yl)-thiazolo[5,4-b]pyridin-2-yl)amino)pyridin-4-yl)piperazin-1-yl)-ethanone